Cl.ClC1=CC(=C(N=N1)N)C=1CCNCC1 6-chloro-4-(1,2,3,6-tetrahydropyridin-4-yl)pyridazin-3-amine hydrochloride